C[Si](C)(C)N(CC(=O)O)[Si](C)(C)C Bis(trimethylsilyl)glycine